NCCCN(CCOCCN(CC)CC)CC N-(3-aminopropyl)-N,N',N'-triethyl-[2,2'-oxybis(Ethylamine)]